1,1'-(1,4-phenylen)bis(ethan-1-amin) C1(=CC=C(C=C1)C(C)N)C(C)N